L-1-(3-dimethylaminopropyl)-3-ethylcarbodiimide CN(CCCN=C=NCC)C